N[C@H](C(=O)OC)CCN(C1CC(C1)CCC1=NC=2NCCCC2C=C1)C methyl (S)-2-amino-4-(methyl((1s,3S)-3-(2-(5,6,7,8-tetrahydro-1,8-naphthyridin-2-yl)ethyl)cyclobutyl)amino)butanoate